2-((1H-Benzo[d][1,2,3]triazol-1-yl)oxy)-N-(8-fluoro-2-methylimidazo[1,2-a]pyridin-6-yl)pyrimidine-5-carboxamide N1(N=NC2=C1C=CC=C2)OC2=NC=C(C=N2)C(=O)NC=2C=C(C=1N(C2)C=C(N1)C)F